(S)-tert-butyl (1-((2-(3',4'-dichloro-[1,1'-biphenyl]-4-yl)ethyl)amino)-1-oxopentan-2-yl)carbamate ClC=1C=C(C=CC1Cl)C1=CC=C(C=C1)CCNC([C@H](CCC)NC(OC(C)(C)C)=O)=O